CN(C=1C=CC(=C(C1)O)\N=N\C1=NC=CC=C1)C (E)-5-(dimethylamino)-2-(pyridin-2-yldiazenyl)phenol